silicon mononitrate [N+](=O)([O-])[O-].[Si+]